TRIETHANOLAMINE DODECYLBENZENESULFONATE C(CCCCCCCCCCC)OS(=O)(=O)C1=CC=CC=C1.N(CCO)(CCO)CCO